FC1=C(C(=NC(=C1)N1C[C@@H](C([C@@H](C1)C)O)C)C1=NC2=CC(=NC=C2C=C1)CNC(OC(C)(C)C)=O)C tert-butyl ((2-(4-fluoro-6-((3S,4r,5R)-4-hydroxy-3,5-dimethylpiperidin-1-yl)-3-methylpyridin-2-yl)-1,6-naphthyridin-7-yl)methyl)carbamate